4-Bromophenyl diphenylphosphinodithioate C1(=CC=CC=C1)P(=S)(SC1=CC=C(C=C1)Br)C1=CC=CC=C1